tert-butyl 4-(7-{[4-fluoro-2-(methoxymethyl)-1,3-benzoxazol-6-yl]carbamoyl}-2-methylindazol-4-yl)piperazine-1-carboxylate FC1=CC(=CC2=C1N=C(O2)COC)NC(=O)C2=CC=C(C1=CN(N=C21)C)N2CCN(CC2)C(=O)OC(C)(C)C